ClC=1C=C2C(C=CC(C2=CC1)=O)=O 6-chloro-1,4-naphthoquinone